CN(CCOCCN(CCO)C)C 2-((2-(2-(dimethylamino)ethoxy)ethyl)methylamino)ethanol